[2-(4-nitrophenyl)-1-(S)-thiocarbamoylethyl]Tert-butyl carbamate C(N)(OC(C[C@H](CC1=CC=C(C=C1)[N+](=O)[O-])C(N)=S)(C)C)=O